(6-chloro-2-methylpyridin-3-yl)boric acid ClC1=CC=C(C(=N1)C)OB(O)O